(S)-1-(4-trifluoromethylphenyl)ethanol FC(C1=CC=C(C=C1)[C@H](C)O)(F)F